4-hexyloxyphthalonitrile C(CCCCC)OC=1C=C(C(C#N)=CC1)C#N